triphenyl phosphate tris(dimethylphenyl)phosphate CC=1C(=C(C=CC1)OP(=O)(OC1=C(C(=CC=C1)C)C)OC1=C(C(=CC=C1)C)C)C.P(=O)(OC1=CC=CC=C1)(OC1=CC=CC=C1)OC1=CC=CC=C1